O=NC[C@H](O)[C@H](O)CO 1-aza-deoxyribose